5-amino-N-{2-[3-amino-4-(trifluoromethoxy)pyrrolidin-1-yl]-5,6,7,8-tetrahydroquinolin-6-yl}-2,4-dimethylthieno[2,3-d]pyrimidine-6-carboxamide NC1=C(SC=2N=C(N=C(C21)C)C)C(=O)NC2CC=1C=CC(=NC1CC2)N2CC(C(C2)OC(F)(F)F)N